(2S)-2-(4-(2-(aminomethyl)-4-oxo-3,4-dihydroquinazolin-7-yl)-1-methyl-1H-pyrazol-5-yl)-4-chloro-3-fluoro-6-(3-methylazetidin-1-yl)benzonitrile NCC1=NC2=CC(=CC=C2C(N1)=O)C=1C=NN(C1C1=C(C#N)C(=CC(=C1F)Cl)N1CC(C1)C)C